ClC1=C(C=CC(=C1)C)O 2-chloro-4-methylphenol